N-(8-fluoro-2-methylimidazo[1,2-a]pyridin-6-yl)-5-((3'R,4'S)-4'-fluoro-[1,3'-bipyrrolidin]-1'-yl)pyrazine-2-carboxamide FC=1C=2N(C=C(C1)NC(=O)C1=NC=C(N=C1)N1C[C@H]([C@H](C1)F)N1CCCC1)C=C(N2)C